4-[(5-Isopropyl-2-pyridyl)amino]-N-[(4-methoxyphenyl)methyl]-N-methyl-3-(1-methylimidazol-4-yl)benzenesulfonamide C(C)(C)C=1C=CC(=NC1)NC1=C(C=C(C=C1)S(=O)(=O)N(C)CC1=CC=C(C=C1)OC)C=1N=CN(C1)C